[N].[Al].[Ir] iridium aluminum nitrogen